CC1(C(C1)C(=O)O)C 2,2-DIMETHYL-CYCLOPROPYL-CARBOXYLIC ACID